IC1=C(CN2[C@@H](CCC2)C(=O)O)C=CC=C1 (2-iodo-benzyl)-proline